BrC1=CC(=C(OCC(=O)O)C=C1F)C1=NOC=C1 2-[4-bromo-5-fluoro-2-(1,2-oxazol-3-yl)phenoxy]acetic acid